lithium 3,6-dioxaoctane CCOCCOCC.[Li]